N-((3-chloro-4-fluorophenyl)(5-methyl-4-(methylsulfonyl)-1H-imidazol-2-yl)methyl)pyridin ClC=1C=C(C=CC1F)C(N1CC=CC=C1)C=1NC(=C(N1)S(=O)(=O)C)C